NC1=NC(=C(C=C1C=1C=C2CCNC(C2=CC1F)=O)C1=CC(=C(C=C1)OCC1CC1)CN1CCC(CC1)OC)F 6-(2-amino-5-(4-(cyclopropylmethoxy)-3-((4-methoxypiperidin-1-yl)methyl)phenyl)-6-fluoropyridin-3-yl)-7-fluoro-3,4-dihydroisoquinolin-1(2H)-one